methyl 2'-methyl-4'-(4-methylpiperazin-1-yl)-5'-nitro-[1,1'-biphenyl]-4-carboxylate CC1=C(C=C(C(=C1)N1CCN(CC1)C)[N+](=O)[O-])C1=CC=C(C=C1)C(=O)OC